5-(2-fluoro-6-(trifluoromethyl)pyridin-3-yl)-2-(4-methoxybenzyl)-1-methyl-1H-imidazole-4-carboxylic acid ethyl ester C(C)OC(=O)C=1N=C(N(C1C=1C(=NC(=CC1)C(F)(F)F)F)C)CC1=CC=C(C=C1)OC